FC(C(=O)O)(F)F.ClC=1C=C(C(=NC1)COC1=CC=CC(=N1)N1CCNCC1)F 1-(6-((5-chloro-3-fluoropyridin-2-yl)methoxy)pyridin-2-yl)piperazine trifluoroacetate